(2R,3S)-1-[7-chloro-1-(propan-2-yl)pyrido[3,4-d]pyridazin-4-yl]-3-(methylsulfonylmethyl)-2-methylazetidine ClC1=CC=2C(=C(N=NC2C(C)C)N2[C@@H]([C@H](C2)CS(=O)(=O)C)C)C=N1